Bicyclo[3.3.0]octane-3,7-diol C12CC(CC2CC(C1)O)O